N-(2-chloro-4-methylphenyl)acetamide ClC1=C(C=CC(=C1)C)NC(C)=O